5-(piperidin-4-ylamino)-N-(pyridin-4-yl)quinoline-8-carboxamide hydrochloride Cl.N1CCC(CC1)NC1=C2C=CC=NC2=C(C=C1)C(=O)NC1=CC=NC=C1